Sodium Iron EthyleneDiamine Tetraacetate C(C)(=O)ON(CCN(OC(C)=O)OC(C)=O)OC(C)=O.[Fe].[Na]